ethyl 2-(4-{6-[3-(2-hydroxyphenyl) cinnolin-6-yl]-2,6-diazaspiro[3.3]heptan-2-yl} pyrazol-1-yl)-3-methylbutanoate OC1=C(C=CC=C1)C=1N=NC2=CC=C(C=C2C1)N1CC2(CN(C2)C=2C=NN(C2)C(C(=O)OCC)C(C)C)C1